OCOC(=O)N1CCNCC1 (Hydroxymethyl)piperazine-1-carboxylate